FC1=CC2=C(OCCCN2C=2C=C(C(=O)OC)C(=CN2)C=2OC3=C(N2)C=C(C=C3)F)C=C1 methyl 2-(7-fluoro-3,4-dihydrobenzo[b][1,4]oxazepine-5(2H)-yl)-5-(5-fluorobenzo[d]oxazol-2-yl)isonicotinate